2-(1-(3-(difluoromethyl)-5-fluorophenyl)-1H-pyrazol-4-yl)acetonitrile FC(C=1C=C(C=C(C1)F)N1N=CC(=C1)CC#N)F